ClC1=C2C(=NN(C2=C(C=C1)NC(C(CC1=CC(=CC(=C1)F)F)NC(OC(C)(C)C)=O)=N)CC(F)F)N(S(=O)(=O)C1CC1)CC1=CC=C(C=C1)OC tert-butyl (1-((4-chloro-1-(2,2-difluoroethyl)-3-(N-(4-methoxybenzyl)cyclopropanesulfonamido)-1H-indazol-7-yl)amino)-3-(3,5-difluorophenyl)-1-iminopropan-2-yl)carbamate